MORPHOLINYL-QUINAZOLINE N1(CCOCC1)C1=NC2=CC=CC=C2C=N1